1-(4-Carbamoyl-5-fluoropyrimidin-2-yl)-4-fluoropiperidine-4-carboxylic acid C(N)(=O)C1=NC(=NC=C1F)N1CCC(CC1)(C(=O)O)F